C1NCCC2=CC=C(C=C12)OCC1=CC=C(C#N)C=C1 4-(((1,2,3,4-tetrahydroisoquinoline-7-yl)oxy)methyl)benzonitrile